C(=C)[Si](C1=CC=CC=C1)(C)C=C divinyl-(methyl)(phenyl)silane